methoxyphenylthiophenol COC=1C(=C(C=CC1)S)C1=CC=CC=C1